CN(C(OC(C)(C)C)=O)CCCN1CCOCC1 tert-Butyl methyl(3-morpholinopropyl)carbamate